N-(4-amino-2-tetrahydropyran-2-yl-pyrazolo[4,3-c]pyridin-7-yl)-2-oxo-2-[rac-(2R,5S)-2-(2,3-dihydrobenzofuran-7-yl)-5-methyl-1-piperidyl]acetamide NC1=NC=C(C=2C1=CN(N2)C2OCCCC2)NC(C(N2[C@H](CC[C@@H](C2)C)C2=CC=CC=1CCOC12)=O)=O |r|